3-methyl-5-nitro-1H-indazol CC1=NNC2=CC=C(C=C12)[N+](=O)[O-]